2-ethyl-3-methylsuccinonitrile C(C)C(C#N)C(C#N)C